C(#N)C1CC(C1)N1C(=NC2=C(C=C(C=C2C1=O)C)C(C)NC1=C(C(=O)O)C=CC=C1)N1CC2=CC=CC=C2C1 2-((1-(3-((1r,3r)-3-Cyanocyclobutyl)-2-(isoindolin-2-yl)-6-methyl-4-oxo-3,4-dihydroquinazolin-8-yl)ethyl)amino)benzoic acid